C[NH+]1C(N(C(C=C1)C)C)C 1,2,3,4-tetramethyl-Dihydropyrimidinium